BrC1=CC=C(COC2=C(C3=CC=CC=C3C=C2)CCN2CCN(CC2)C)C=C1 1-(2-(4-bromobenzyloxy)-1-naphthylethyl)-4-methylpiperazine